2-{1,4-dioxaspiro[4.5]dec-7-en-8-yl}-1,3-thiazole O1CCOC12CC=C(CC2)C=2SC=CN2